FC=1C(=NC=C(C1)C(F)(F)F)CC1CC2(CN(C2)C(=O)N2C[C@@H]3[C@@H](OCC(N3)=O)CC2)C1 (4aR,8aS)-6-[6-[[3-fluoro-5-(trifluoromethyl)-2-pyridyl]methyl]-2-azaspiro[3.3]heptane-2-carbonyl]-4,4a,5,7,8,8a-hexahydropyrido[4,3-b][1,4]oxazin-3-one